6-Isopropyl-3-methylcyclohex-2-en-1-yl-5-pentylbenzene-1,3-diol C(C)(C)C1CCC(=CC1C1=C(C=C(C=C1O)CCCCC)O)C